ClCC(=O)NC1=CC(=NC=C1Cl)N1CCC(CC1)F 2-chloro-N-(5-chloro-2-(4-fluoropiperidin-1-yl)pyridin-4-yl)acetamide